L-5-aminoimidazoleethanol NC1=CN=C(N1)CCO